sodium vinylidene fluoride C(=C)(F)F.[Na]